ClC=1C=C(C=CC1Cl)COC=1N=CC(=NC1)CN1CC(C1)C(=O)Cl 1-({5-[(3,4-dichlorophenyl)methoxy]pyrazin-2-yl}methyl)azetidine-3-carbonyl chloride